FC(C[C@H]1[C@H]([C@@H](N(C1=O)C=1C=C2C=NN(C2=CC1)C1=CC=C(C=C1)F)C1=CC=CC=C1)C1(CC1)C(=O)N)F ((2R,3S,4S)-4-(2,2-difluoroethyl)-1-(1-(4-fluorophenyl)-1H-indazol-5-yl)-5-oxo-2-phenylpyrrolidin-3-yl)cyclopropanecarboxamide